Cyclopropyl-(4-(imidazo[1,2-b]pyridazin-7-yl)piperazin-1-yl)methanone C1(CC1)C(=O)N1CCN(CC1)C1=CC=2N(N=C1)C=CN2